BrC=1C(=NC(=C(C#N)C1C)C)NC1=C(C(=CC=C1C)OC)C 5-Bromo-6-((3-methoxy-2,6-dimethylphenyl)amino)-2,4-dimethylnicotinonitrile